6-(2-chlorophenyl)-1-methyl-4-(3-methylmorpholin-4-yl)pyridin-2-one ClC1=C(C=CC=C1)C1=CC(=CC(N1C)=O)N1C(COCC1)C